5-(imidazo[1,2-b]pyridazin-6-yl)-N-(cis-4-(trifluoromethoxy)cyclohexyl)pyrrolo[2,1-f][1,2,4]triazin-2-amine N=1C=CN2N=C(C=CC21)C=2C=CN1N=C(N=CC12)N[C@@H]1CC[C@@H](CC1)OC(F)(F)F